N1=CN=C2C=CC=3C(OC=CN3)=C21 imidazo[4',5':5,6]benzo[1,2-b][1,4]oxazin